C(C)(C)(C)OC(=O)N1CCC(CC1)C(=O)OC(C)(C)C di-tert-butyl-piperidine-1,4-dicarboxylate